3-(1-(2-chloro-3-fluorophenyl)cyclopropyl)-5-(5-(difluoromethyl)-1-(2-(methylsulfonyl)ethyl)-1H-pyrazol-3-yl)-1,2,4-oxadiazole ClC1=C(C=CC=C1F)C1(CC1)C1=NOC(=N1)C1=NN(C(=C1)C(F)F)CCS(=O)(=O)C